CC(C(=O)OC)(CO)C methyl 2,2-dimethyl-3-hydroxypropionate